tert-Butyl 2-(2-(tert-butyl)pyrimidin-4-yl)-7-azaspiro[3.5]nonane-7-carboxylate C(C)(C)(C)C1=NC=CC(=N1)C1CC2(C1)CCN(CC2)C(=O)OC(C)(C)C